FC1=C2C(=CC(=C1)NC(C(C1CCC(CC1)C)NC(=O)C=1N(N=CC1)C)=O)NC(C21CCOCC1)=O N-{2-[(4-Fluoro-2-oxospiro[indoline-3,4'-tetrahydropyran]-6-yl)amino]-1-(4-methylcyclohexyl)-2-oxoethyl}-2-methylpyrazole-3-carboxamide